C12C3C4C5C=CC(C4C(C2C2C4C6CCC(C4C1C2)C6)C3)C5 octacyclo[8.8.0.12,9.14,7.111,18.113,16.03,8.012,17]-5-docosene